C(#C)C1=NC=CC=N1 2-Ethynyl-1,3-Diazine